C(C)N(S(=O)(=O)C1C2C(=C(C(C1)C2=O)C2=CC=C(C=C2)NC(C=C(C)C)=O)C2=CC=C(C=C2)O)C2=CC=C(C=C2)O N-(4-(5-(N-ethyl-N-(4-hydroxyphenyl)sulfamoyl)-3-(4-hydroxyphenyl)-7-oxo-bicyclo-[2.2.1]-hept-2-en-2-yl)phenyl)-3-methyl-2-butenamide